CS(=O)(=O)C=1N=CC2=C(N1)N(C(C(=C2)OC2=CC=CC=C2)=O)C=2C=C(C=CC2)NC(OC(C)(C)C)=O tert-butyl (3-(2-(methylsulfonyl)-7-oxo-6-phenoxypyrido[2,3-d]pyrimidin-8(7H)-yl)phenyl)carbamate